methyl 4-[[(1R)-1-[3,6-dimethyl-2-(2-methylindazol-5-yl)-4-oxo-chromen-8-yl]ethyl]amino]-6-methyl-2-oxo-1H-pyridine-3-carboxylate CC1=C(OC2=C(C=C(C=C2C1=O)C)[C@@H](C)NC1=C(C(NC(=C1)C)=O)C(=O)OC)C1=CC2=CN(N=C2C=C1)C